C(CCCCCCCCCCCCCCCCCCC(=O)N)CCCCCCCCCCCCCCCCCC(=O)N Ethylenebisstearic acid amide